C1(CC1)[C@@H](N1C=CC2=CC=CC(=C12)C)C1=NC=CC=C1C (R)-N-(cyclopropyl(3-methylpyridin-2-yl)methyl)-7-methyl-1H-indole